COC=1C=C(C=NC1)OCC(=O)N1CC2=C(CC1)SC(=C2)C2=NOC(=N2)C(F)(F)F 2-((5-methoxypyridin-3-yl)oxy)-1-(2-(5-(trifluoromethyl)-1,2,4-oxadiazol-3-yl)-6,7-dihydrothieno[3,2-c]pyridin-5(4H)-yl)ethan-1-one